C(=C)C1=NC(=NC(=N1)C=C)N 4,6-divinyl-1,3,5-triazine-2-amine